tert-butyl N-[(5-bromo-2-methyl-phenyl)methyl]carbamate BrC=1C=CC(=C(C1)CNC(OC(C)(C)C)=O)C